(2s,3r,4s,5r)-4-benzyloxy-5-((benzyloxy)methyl)-2-methoxytetrahydrofuran-3-ol C(C1=CC=CC=C1)O[C@H]1[C@H]([C@H](O[C@@H]1COCC1=CC=CC=C1)OC)O